3-chloro-4-trifluoromethanesulfonyl-5-methoxybenzaldehyde ClC=1C=C(C=O)C=C(C1S(=O)(=O)C(F)(F)F)OC